9-hydroxyandrost-4-ene-3,17-dione O[C@@]12[C@]3(CCC(C=C3CC[C@H]1[C@@H]1CCC([C@@]1(C)CC2)=O)=O)C